FC(=CC(CCCCCN1C2=CC=CC=C2C=2C=CC=CC12)C1=CC=CC=C1)F 9-(8,8-difluoro-6-phenyloct-7-en-1-yl)-9H-carbazole